7-bromo-3-chloro-1-ethyl-pyrrolo[3,2-c]pyridine BrC=1C2=C(C=NC1)C(=CN2CC)Cl